[Si](C)(C)(C(C)(C)C)OCCC1=NC=CC(=C1)N 2-(2-((tert-butyldimethylsilyl)oxy)ethyl)pyridin-4-amine